C(C)(=O)N1[C@@H](C[C@H](C1)F)C(=O)N[C@@H](C1=CC(=CC=C1)C1=CC=NN1C)C1=NC(=C(C=C1)C(C)C)F |o1:12| (2S,4R)-1-acetyl-4-fluoro-N-[(S) or (R)-[6-fluoro-5-(propan-2-yl)pyridin-2-yl][3-(1-methyl-1H-pyrazol-5-yl)phenyl]methyl]pyrrolidine-2-carboxamide